tert-butyl N-[(3S)-1-[2-chloro-5-(4-morpholinophenyl)-4-pyridyl]-3-piperidyl]carbamate ClC1=NC=C(C(=C1)N1C[C@H](CCC1)NC(OC(C)(C)C)=O)C1=CC=C(C=C1)N1CCOCC1